C1N(CC=2C=NC=CC21)C=2N=C(C1=C(N2)CC[S@]1=O)NC1(CCC1)CO |r| (R/S)-2-(1,3-dihydro-2H-pyrrolo[3,4-c]pyridin-2-yl)-4-((1-(hydroxymethyl)cyclobutyl)amino)-6,7-dihydrothieno[3,2-d]pyrimidine 5-oxide